1,1'-bis[(E)-3-(2,3,4-trimethoxyphenyl)-3-oxopropenyl]Ferrocene COC1=C(C=CC(=C1OC)OC)C(/C=C/[C-]1C=CC=C1)=O.[C-]1(C=CC=C1)\C=C\C(C1=C(C(=C(C=C1)OC)OC)OC)=O.[Fe+2]